NC=1SC2=C(C1C(=O)OCC)CC(CC2)NC(=O)OC(C)(C)C ethyl 2-amino-5-(tert-butoxycarbonylamino)-4,5,6,7-tetrahydrobenzothiophene-3-carboxylate